C(C)(=O)O.C(C)(=O)O.C(C)(=O)O.OCCNCCN hydroxyethyl-ethylenediamine triacetic acid salt